1-(2,5-dimethylphenyl)-3-(4-(4-methoxyphenyl)-2-methylbutan-2-yl)urea CC1=C(C=C(C=C1)C)NC(=O)NC(C)(CCC1=CC=C(C=C1)OC)C